(R)-4-Methoxy-N-(1-methoxypropan-2-yl)-5-(pyrazolo[1,5-a]pyridin-5-yl)-7H-pyrrolo[2,3-d]pyrimidin-2-amine COC=1C2=C(N=C(N1)N[C@@H](COC)C)NC=C2C2=CC=1N(C=C2)N=CC1